3-[3-[4-[5-ethylsulfanyl-2-(oxetan-3-ylmethoxy)benzoyl]piperazin-1-yl]propyl]-1H-indole-5-carbonitrile C(C)SC=1C=CC(=C(C(=O)N2CCN(CC2)CCCC2=CNC3=CC=C(C=C23)C#N)C1)OCC1COC1